N-(4-{1-[(3,4-dimethoxyphenyl)carbonyl]piperidin-4-yl}butyl)-1H-pyrrolo[3,2-c]pyridine-2-carboxamide COC=1C=C(C=CC1OC)C(=O)N1CCC(CC1)CCCCNC(=O)C1=CC=2C=NC=CC2N1